1-(3,5-di-t-butyl-phenyl)-1-methylethyl carbamate C(N)(OC(C)(C)C1=CC(=CC(=C1)C(C)(C)C)C(C)(C)C)=O